[Si](C)(C)(C(C)(C)C)OC1CNCC1 3-[(tert-butyldimethylsilyl)oxyl]pyrrolidine